The molecule is a monoterpenoid indole alkaloid with cytotoxic activity. It has a role as an antineoplastic agent and a metabolite. It is an alkaloid ester, a monoterpenoid indole alkaloid, a methyl ester and an organic heteropentacyclic compound. It is a conjugate base of a tabersoninium(1+). CC[C@]12CC(=C3[C@@]4([C@H]1N(CC4)CC=C2)C5=CC=CC=C5N3)C(=O)OC